1,3-bis(2,6-diisopropylphenyl)-2-(4-(vinylsulfonyl)phenoxy)-1H-imidazol-3-ium chloride [Cl-].C(C)(C)C1=C(C(=CC=C1)C(C)C)N1C(=[N+](C=C1)C1=C(C=CC=C1C(C)C)C(C)C)OC1=CC=C(C=C1)S(=O)(=O)C=C